C(C)(=O)O.C(CCCC)C1C(=O)OCC1 amyl-γ-butyrolactone acetate